C=1(C(=CC=C2C=CC=CC12)C=1C=CC=C(C1C#N)C#N)C1=CC=CC2=CC=CC=C12 binaphthyl-phthalonitrile